(S)-1-(1-(3,4-difluorophenyl)-2-(dimethylamino)ethyl)-4-(5-morpholino-1H-pyrrolo[2,3-b]pyridin-3-yl)pyridin-2(1H)-one FC=1C=C(C=CC1F)[C@@H](CN(C)C)N1C(C=C(C=C1)C1=CNC2=NC=C(C=C21)N2CCOCC2)=O